N-((2S)-bicyclo[2.2.1]hept-5-ene-2-yl)-3-methoxybenzamide C12[C@H](CC(C=C1)C2)NC(C2=CC(=CC=C2)OC)=O